(2S,4r)-1-[(2S)-2-(4-cyclopropyl-triazol-1-yl)-3,3-dimethyl-butyryl]-4-hydroxy-N-(5-methyl-6,7-dihydro-5H-pyrrolo[1,2-b][1,2,4]triazol-7-yl)pyrrolidine-2-carboxamide C1(CC1)C=1N=NN(C1)[C@H](C(=O)N1[C@@H](C[C@H](C1)O)C(=O)NC1CC(N2N=CN=C21)C)C(C)(C)C